FC1=C(C(=CC(=C1)C=1C2=C(C(N(C1)C)=O)N(N=C2)CC2=CC=C(C=C2)OC)OC)CC2CCN(CC2)CC(=O)OC(C)(C)C tert-butyl 2-[4-[[2-fluoro-6-methoxy-4-[1-[(4-methoxyphenyl)methyl]-6-methyl-7-oxo-pyrazolo[3,4-c]pyridin-4-yl]phenyl]methyl]-1-piperidyl]acetate